COC1=C2C(C(=C(OC2=CC(=C1)OC)C1=CC(=C(C(=C1)OC)OC)OC)OCCCSC1=NC2=C(N1S(=O)(=O)C1=CC=C(C=C1)OC)C=CC=C2)=O 5,7-dimethoxy-3-(3-((1-((4-methoxyphenyl)sulfonyl)-1H-benzimidazol-2-yl)thio)propyloxy)-2-(3,4,5-trimethoxyphenyl)-4H-chromen-4-one